(3-bromobenzyl)-2-(4-(2-(dimethylamino)ethyl)piperazin-1-yl)-6-(3,5-dimethylIsoxazol-4-yl)quinazolin-4-amine BrC=1C=C(CC2=C3C(=NC(=NC3=CC=C2C=2C(=NOC2C)C)N2CCN(CC2)CCN(C)C)N)C=CC1